3-benzyl-1-methyl-7-(methylthio)-3,4-dihydropyrimido[4,5-d]pyrimidin-2(1H)-one C(C1=CC=CC=C1)N1C(N(C2=NC(=NC=C2C1)SC)C)=O